3-[(5,5-difluoropiperidin-3-yl)methoxy]-2-(trifluoromethyl)pyridine hydrochloride Cl.FC1(CC(CNC1)COC=1C(=NC=CC1)C(F)(F)F)F